(S)-2-(4-(6-((2,4-difluorobenzyl)oxy)pyridin-2-yl)-2-fluorobenzyl)-1-(oxetan-2-ylmethyl)-1H-benzo[d]imidazole-6-carboxylic acid FC1=C(COC2=CC=CC(=N2)C2=CC(=C(CC3=NC4=C(N3C[C@H]3OCC3)C=C(C=C4)C(=O)O)C=C2)F)C=CC(=C1)F